(S)-3-(2-((S)-3-(isoquinoline-3-carboxamido)-4-oxo-3,4-dihydrobenzo[b][1,4]oxazepin-5(2H)-yl)acetamido)-2-oxo-4-((S)-2-oxopyrrolidin-3-yl)butyl 2,6-dichlorobenzoate ClC1=C(C(=O)OCC([C@H](C[C@H]2C(NCC2)=O)NC(CN2C3=C(OC[C@@H](C2=O)NC(=O)C=2N=CC4=CC=CC=C4C2)C=CC=C3)=O)=O)C(=CC=C1)Cl